COC(=O)C1(CCC2(C(CC3=CC=CC=C23)C[C@H](COC2=CC=NC=3NCCC(C23)C)C)CC1)NC1=CC(=CC=C1)Cl 4-(3-Chloroanilino)-2'-{(2R)-2-methyl-3-[(5-methyl-5,6,7,8-tetrahydro-1,8-naphthyridin-4-yl)oxy]propyl}-2',3'-dihydrospiro[cyclohexane-1,1'-indene]-4-carboxylic acid methyl ester